7,9,11,13,15,17,19,21,23,25-decahydroxyhexacosa-2,4-dienal OC(CC=CC=CC=O)CC(CC(CC(CC(CC(CC(CC(CC(CC(C)O)O)O)O)O)O)O)O)O